OCCS(=O)(=O)NC1=CC(=C(C(=O)NC2=NC(=NC(=C2)C)N2CC(C(C2)(F)F)(F)F)C=C1)N1CCC2(CC2)CC1 4-(2-hydroxyethylsulfonamido)-N-(6-methyl-2-(3,3,4,4-tetrafluoropyrrolidin-1-yl)pyrimidin-4-yl)-2-(6-azaspiro[2.5]octane-6-yl)benzamide